NC1=C(C(=NN1C1(CC1)C)C1=C(C=C(C=C1)CC(=O)NC1=CC(=NO1)C12CC(C1)(C2)C)F)C#N 2-(4-(5-Amino-4-cyano-1-(1-methylcyclopropyl)-1H-pyrazol-3-yl)-3-fluorophenyl)-N-(3-(3-methylbicyclo[1.1.1]pentan-1-yl)isoxazol-5-yl)acetamide